ClC1=CC(=C(CN2[C@H]3CC[C@@H]2CC=2C(=NC=CC23)F)C=C1Cl)F (5S,8R)-10-(4,5-dichloro-2-fluorobenzyl)-1-fluoro-6,7,8,9-tetrahydro-5H-5,8-epiminocyclohepta[c]pyridine